C(#N)C1=C(C=CC(=C1)F)B(O)O 2-cyano-4-fluorobenzeneboronic acid